IC1=C(OCCCSCC=2NC(NC2)=S)C=CC=C1I 4-[(2,3-Diiodophenoxypropylthio)methyl]1,3-dihydroimidazole-2-thione